C(C)OC(=O)C1=C(SC(=C1C)C1=CC=C(C=C1)[N+](=O)[O-])N 2-amino-4-methyl-5-(4-nitrophenyl)thiophene-3-carboxylic acid ethyl ester